C(C)OC1=CC=C(C=C1)C=1C=C2C(C(C(OC2=CC1O)=O)C(=O)O)=O 6-(4-ethoxyphenyl)-7-hydroxy-2-oxo-2H-chromone-3-carboxylic acid